C(#N)CN1N=C(C(=C1)C)NC=1SC(=CN1)C(=O)NC1=C2C=NN(C2=CC=C1C)C1OCCCC1 2-[[1-(cyanomethyl)-4-methyl-pyrazol-3-yl]amino]-N-(5-methyl-1-tetrahydropyran-2-yl-indazol-4-yl)thiazole-5-carboxamide